NC1CN(CCC1)C(=O)OCCC propanyl 3-amino-1-piperidinecarboxylate